ONC(=N)C1=C(N=NC=C1)SC1=C(C=CC=C1)[N+](=O)[O-] N-hydroxy-3-[(2-nitrophenyl)sulfanyl]pyridazine-4-carboximidamide